7-chloro-6-(3-(3-fluoroazetidin-1-yl)cyclobutyl)isoquinolin ClC1=C(C=C2C=CN=CC2=C1)C1CC(C1)N1CC(C1)F